O1C(CCC=C1)=O 4H-pyrone